C(C)N1N=CC=C1C=1C=C2CCCC3(C2=CC1)NC(NC3=O)=O 6'-(1-ethyl-1H-pyrazol-5-yl)-3',4'-dihydro-2'H-spiro[imidazolidine-4,1'-naphthalene]-2,5-dione